C(C)OCCC(C(=O)O)C.C(CC)(=O)OCCOCC ethylene glycol ethyl ether propionate (ethoxyethyl-propionate)